FC1=C(C#N)C=CC(=C1B1OC(C(O1)(C)C)(C)C)C 2-fluoro-4-methyl-3-(4,4,5,5-tetramethyl-1,3,2-dioxaborolan-2-yl)benzonitrile